2,8-di(tert-butyl)-5,10-dihydrophenazine C(C)(C)(C)C1=CC=2NC3=CC(=CC=C3NC2C=C1)C(C)(C)C